2'-Chloro-N-(5-(2,5-dimethyl-nicotinoyl)-5,6-dihydro-4H-pyrrolo[3,4-d]thiazol-2-yl)-5'-methoxy-6-methyl-[4,4'-bipyridine]-3-carboxamide ClC1=NC=C(C(=C1)C1=C(C=NC(=C1)C)C(=O)NC=1SC2=C(N1)CN(C2)C(C2=C(N=CC(=C2)C)C)=O)OC